N-methyl-N-(2-(1-Methyl-1H-pyrazol-4-yl)-6-nitrophenyl)methanesulfonamide CN(S(=O)(=O)C)C1=C(C=CC=C1[N+](=O)[O-])C=1C=NN(C1)C